tert-Butyl (R)-3-(methylsulfonyloxyl)pyrrolidine-1-carboxylate CS(=O)(=O)O[C@H]1CN(CC1)C(=O)OC(C)(C)C